N-((1r,4r)-4-((3,3,3-trifluoropropyl)amino)cyclohexyl)-1H-pyrazolo[3,4-c]pyridine-7-carboxamide FC(CCNC1CCC(CC1)NC(=O)C=1N=CC=C2C1NN=C2)(F)F